ClC=1C=C(C=CC1)N1[C@H](CN(CC1)C(=O)C1=CC(=C(C=C1)S(=O)CC(=O)OCC)[N+](=O)[O-])C Ethyl 2-((4-((S)-4-(3-chlorophenyl)-3-methylpiperazine-1-carbonyl)-2-nitrophenyl)sulfinyl)acetate